C(C)OC(=O)C1N(NC(C1)=O)C1=NC=CC=C1Cl Ethyl-2-(3-chloropyridin-2-yl)-5-oxo-pyrazolidine-3-carboxylate